CC1=C(C=2N(C=C1C1=C(C3=NC(=CC=C3N1)N1CC3(CN(C3)C(CN(C)C)=O)C1)C(C)C)N=CN2)C 1-(6-(2-(7,8-dimethyl-[1,2,4]triazolo[1,5-a]pyridin-6-yl)-3-isopropyl-1H-pyrrolo[3,2-b]pyridin-5-yl)-2,6-diazaspiro[3.3]hept-2-yl)-2-(dimethylamino)ethan-1-one